methyl 4-[(5-chloro-3-pyridyl) sulfanyl]benzoate ClC=1C=C(C=NC1)SC1=CC=C(C(=O)OC)C=C1